COC(=O)C1=CC(=NC=C1Cl)NC(=O)C1=NOC=C1 5-chloro-2-(isoxazole-3-carbonylamino)pyridine-4-carboxylic acid methyl ester